NC1=C(C2=C(N=C(N=C2)C)N1C1=C(SC=2NN=CC21)C)C(=O)N 6-amino-2-methyl-7-(5-methyl-1H-thieno[2,3-c]pyrazol-4-yl)-7H-pyrrolo[2,3-d]pyrimidine-5-carboxamide